C[SiH](O[Si](C)(C)C)O[Si](C)(C)C Methylbis(trimethylsilyloxy)silan